NC1=NC=CC=C1C1=NC2=C(N1C1=CC=C(CNC(=O)C=3C=C(C=CC3)CC(=O)O)C=C1)C=C(C=C2)OC 2-(3-((4-(2-(2-aminopyridin-3-yl)-6-methoxy-1H-benzo[d]imidazol-1-yl)benzyl)carbamoyl)phenyl)acetic acid